5-(2-{2-[N-({[1,1'-biphenyl]-4-yl}methyl)formamido]phenyl}-ethynyl)pyridine-2-carboxylic acid C1(=CC=C(C=C1)CN(C=O)C1=C(C=CC=C1)C#CC=1C=CC(=NC1)C(=O)O)C1=CC=CC=C1